ClC1=C(COC2(COC2)C2=CC(=C(C=C2C)N=CN(C)CC)F)C(=CC=C1)Cl N'-(4-(3-((2,6-dichlorobenzyl)oxy)oxetan-3-yl)-2-fluoro-5-methylphenyl)-N-ethyl-N-methylformimidamide